5'-acetyl-3-chloro-4-[(3,5-difluoropyridin-2-yl)methoxy]-2',6-dimethyl-[1,3'-bipyridin]-2-one C(C)(=O)C=1C=C(C(=NC1)C)N1C(C(=C(C=C1C)OCC1=NC=C(C=C1F)F)Cl)=O